1-(9Z-heptadecenoyl)-2-(9Z-hexadecenoyl)-glycero-3-phospho-(1'-sn-glycerol) CCCCCCC/C=C\CCCCCCCC(=O)OC[C@H](COP(=O)(O)OC[C@H](CO)O)OC(=O)CCCCCCC/C=C\CCCCCC